(S)-1-(1-(1H-imidazol-4-yl)ethyl)-4-(azetidin-1-yl)-7-bromoquinazolin-2(1H)-one N1C=NC(=C1)[C@H](C)N1C(N=C(C2=CC=C(C=C12)Br)N1CCC1)=O